6-amino-2,3-dimethyl-5-{[(6-methylpyridin-2-yl)methyl]amino}pyrazolo[1,5-a]pyrimidine-6-carbonitrile NC1(C(=NC=2N(C1)N=C(C2C)C)NCC2=NC(=CC=C2)C)C#N